N-(2-(1-(cyclopropaneSulfonyl)-1H-pyrazol-4-yl)pyrimidin-4-yl)-5-isopropyl-8-(3-((methylsulfonyl)methyl)azetidin-1-yl)isoQuinolin-3-amine C1(CC1)S(=O)(=O)N1N=CC(=C1)C1=NC=CC(=N1)NC=1N=CC2=C(C=CC(=C2C1)C(C)C)N1CC(C1)CS(=O)(=O)C